NC1=C(C(=C(C=N1)C=1C=CC(=NC1)C(=O)NC)CC)C1=CC=C(C=C1)O 5-[6-amino-4-ethyl-5-(4-hydroxyphenyl)-3-pyridyl]-N-methyl-pyridine-2-carboxamide